ClC1=NC(=CC(=C1)OC(=O)N1C(CCC1)C)C1=CC=C(C=C1)F (2-chloro-6-(4-fluorophenyl)pyridin-4-yl)-2-methylpyrrolidine-1-carboxylate